OC(=O)C(F)(F)F.CS(=O)(=O)CC(=O)N(CCN1C2CC(CC1CC2)C=2C=C(C(=O)N)C=CC2)CC2=CC=C(C=C2)C(F)(F)F 3-endo-(8-{2-[(2-methanesulfonylacetyl)-(4-trifluoromethylbenzyl)amino]ethyl}-8-azabicyclo[3.2.1]oct-3-yl)-benzamide TFA salt